4-(4-(2,3-difluorophenyl)-1H-1,2,3-triazol-1-yl)-2-(hydroxymethyl)-5-methoxytetrahydro-2H-pyran-3-ol FC1=C(C=CC=C1F)C=1N=NN(C1)C1C(C(OCC1OC)CO)O